4-chloro-3-methoxybenzene ClC1=C(C=CC=C1)OC